ClC1=C(N=C(C(=N1)CO)C)C (6-chloro-3,5-dimethylpyrazin-2-yl)methanol